Cl.ClC1=C(C=CC=C1)C1NCCCC1 2-(2-chlorophenyl)piperidine hydrochloride